BrC=1C=C(C=C(C1O)Br)C(C)(C)C1=CC(=C(C(=C1)Br)O)Br 2,2-bis-(3,5-dibromo-4-hydroxy-phenyl)-propane